FC(CN([C@H]1CN(CC1)C(C(=O)O)C1=C(C(=CC(=C1)C(C)C)F)OC)CCCCCC1=NC=2NCCCC2C=C1)F 2-((R)-3-((2,2-difluoroethyl)(5-(5,6,7,8-tetrahydro-1,8-naphthyridin-2-yl)pentyl)amino)pyrrolidin-1-yl)-2-(3-fluoro-5-isopropyl-2-methoxyphenyl)acetic acid